3-(5-(4-(((S)-3-methylpiperidin-1-yl)methyl)pyridin-2-yl)-1-oxoisoindolin-2-yl)piperidine-2,6-dione C[C@@H]1CN(CCC1)CC1=CC(=NC=C1)C=1C=C2CN(C(C2=CC1)=O)C1C(NC(CC1)=O)=O